2-((6-chloro-5-(4'-(((2-(2-hydroxyethoxy)ethyl)amino)methyl)-[1,1'-biphenyl]-4-yl)-1H-imidazo[4,5-b]pyridin-2-yl)thio)propanoic acid ClC=1C=C2C(=NC1C1=CC=C(C=C1)C1=CC=C(C=C1)CNCCOCCO)N=C(N2)SC(C(=O)O)C